FC1=C(C=CC(=N1)C(=O)NC)N1CCC(CC1)(CC=1C(=C2NC(C(=NC2=CC1)C)=O)F)F 6-fluoro-5-(4-fluoro-4-((5-fluoro-2-methyl-3-oxo-3,4-dihydroquinoxalin-6-yl)methyl)piperidin-1-yl)-N-methylpicolinamide